COC(=O)N1C=CNS1 [1,2,5]Thiadiazole-5-carboxylic acid methyl ester